(1R,2R)-2-[(4-chloro-5,6,7,8-tetrahydrophthalazin-1-yl)amino]-1-methylcyclohexan-1-ol ClC1=NN=C(C=2CCCCC12)N[C@H]1[C@@](CCCC1)(O)C